C(C)(C)(C)C1=C(C=CC(=C1)C(C)(C)C)OP([O-])C1=CC=C(C=C1)C1=CC(=CC=C1)P([O-])[O-] (2,4-di-t-butylphenyl)-4,3'-biphenyldiphosphonite